4-(methylamino)butanoic acid methyl ester HCl Cl.COC(CCCNC)=O